N-(3-(2'-(((1r,3r)-3-hydroxycyclobutyl)amino)-7'-oxo-5'H-spiro[cyclopropane-1,8'-pyrido[4,3-d]pyrimidine]-6'(7'H)-yl)-4-methylphenyl)-3-(trifluoromethyl)benzamide OC1CC(C1)NC=1N=CC2=C(N1)C1(C(N(C2)C=2C=C(C=CC2C)NC(C2=CC(=CC=C2)C(F)(F)F)=O)=O)CC1